1-(2,4-bis(trifluoromethyl)benzyl)-4-iodo-1H-pyrazole FC(C1=C(CN2N=CC(=C2)I)C=CC(=C1)C(F)(F)F)(F)F